CC1=C(C=C)C(=CC(=C1)Cl)C 2,6-dimethyl-4-chlorostyrene